1-(2-methoxyethoxy)-2-(phenylethynyl)benzene COCCOC1=C(C=CC=C1)C#CC1=CC=CC=C1